N-(7-bromo-5-(cyclopent-3-en-1-yloxy)quinazolin-4-yl)benzo[d]thiazol-6-amine BrC1=CC(=C2C(=NC=NC2=C1)NC1=CC2=C(N=CS2)C=C1)OC1CC=CC1